2-(4-((4-(sec-butyl)-5-oxo-4,5-dihydro-1,3,4-oxadiazol-2-yl)methyl)-3,5-dichlorophenyl)-3,5-dioxo-2,3,4,5-tetrahydro-1,2,4-triazine-6-carbonitrile C(C)(CC)N1N=C(OC1=O)CC1=C(C=C(C=C1Cl)N1N=C(C(NC1=O)=O)C#N)Cl